tert-butyl N-(tert-butoxycarbonyl)-N-(3-chloroisoquinolin-5-yl)carbamate C(C)(C)(C)OC(=O)N(C(OC(C)(C)C)=O)C1=C2C=C(N=CC2=CC=C1)Cl